octyl-triethyl-ammonium phosphate P(=O)([O-])([O-])[O-].C(CCCCCCC)[N+](CC)(CC)CC.C(CCCCCCC)[N+](CC)(CC)CC.C(CCCCCCC)[N+](CC)(CC)CC